3-Chlorobenzyl ((2R)-1-((3-(8-acetyl-2-oxo-1,8-diazaspiro[4.5]decan-3-yl)-1-(diethoxyphosphoryl)-1-hydroxypropan-2-yl)amino)-4-methyl-1-oxopentan-2-yl)carbamate C(C)(=O)N1CCC2(CC(C(N2)=O)CC(C(O)P(=O)(OCC)OCC)NC([C@@H](CC(C)C)NC(OCC2=CC(=CC=C2)Cl)=O)=O)CC1